BrC1=NC(=C(C=C1)O)C 2-Bromo-5-hydroxy-6-methylpyridine